C(C)OP(=O)(OCC)OC1=C(C(=CC(=C1)C)C)C(CC(=O)O)(C)C 3-(2-((diethoxyphosphoryl)oxy)-4,6-dimethylphenyl)-3-methylbutanoic acid